CC(C(=O)OCC)(C(C)C)C ethyl 2,2,3-trimethylbutanoate